(S)-N-(7-chloro-6-(1-((3R,4R)-4-fluoro-3-methyltetrahydrofuran-3-yl)piperidin-4-yl)isoquinolin-3-yl)-5-oxaspiro[2.4]heptane-1-carboxamide ClC1=C(C=C2C=C(N=CC2=C1)NC(=O)[C@H]1CC12COCC2)C2CCN(CC2)[C@@]2(COC[C@@H]2F)C